FC(C)(F)C1=CC(=NC=C1)C(=O)NC=1C=NC(=C(C1)C=1C=NC2=CC(=NC=C2C1)NC)C 4-(1,1-difluoroethyl)-N-(6-methyl-5-(7-(methylamino)-1,6-naphthyridin-3-yl)pyridin-3-yl)picolinamide